4-tert-butoxy-2-{4-[5-chloro-2-(3-methyl-1,2,4-oxadiazol-5-yl)phenyl]-5-methoxy-2-oxopyridin-1(2H)-yl}-N-(2-methyl-2H-indazol-5-yl)butanamide C(C)(C)(C)OCCC(C(=O)NC1=CC2=CN(N=C2C=C1)C)N1C(C=C(C(=C1)OC)C1=C(C=CC(=C1)Cl)C1=NC(=NO1)C)=O